C(C)(C)(C)OC(=O)N1CC(C1)(C1=C(C(=CC=C1)C)Cl)N=[N+]=[N-].FC(C1CCN(CC1)C1=CC=C(N)C=C1)(F)F 4-[4-(trifluoromethyl)piperidin-1-yl]aniline tert-butyl-3-azido-3-(2-chloro-3-methylphenyl)azetidine-1-carboxylate